glycidyl-pentaerythritol C(C1CO1)C(O)C(CO)(CO)CO